tert-butyl (S)-7'-(2,6-dioxopiperidin-3-yl)-6'-oxo-7',8'-dihydro-3'H,6'H-spiro[azetidine-3,2'-[1,4]dioxino[2,3-f]isoindole]-1-carboxylate O=C1NC(CC[C@@H]1N1C(C=2C=C3C(=CC2C1)OC1(CO3)CN(C1)C(=O)OC(C)(C)C)=O)=O